(1S,6S)-9-bromo-1,4-dimethyl-2,3,4,5,6,7-hexahydro-1H-1,6-methanobenzo[e]azonin-10-ol BrC1=CC2=C([C@@]3(CCN(C[C@H](C2)C3)C)C)C=C1O